C(C)(=O)OC1CC(=CC=C1C)C(C)C Dihydrocarvacrol acetate